(2-fluoro-5-methoxybenzyl)-6-((1-methyl-1H-pyrazol-3-yl)sulfonyl)phthalazin-1(2H)-one FC1=C(CN2C(C3=CC=C(C=C3C=N2)S(=O)(=O)C2=NN(C=C2)C)=O)C=C(C=C1)OC